3,3,3-trifluoropropane FC(CC)(F)F